[Si](C)(C)(C(C)(C)C)O[C@@]1([C@@H](O[C@@H]([C@]1(O)O[Si](C)(C)C(C)(C)C)C(O)O[Si](C)(C)C(C)(C)C)N1C=NC=2C(N)=NC(=NC12)NN)O 2',3',5'-tri-tert-butyldimethylsilyloxy-2-hydrazinoadenosine